bis(2-acryloyloxyethoxy)diphenylpropane C(C=C)(=O)OCCOC(C(C)(C1=CC=CC=C1)C1=CC=CC=C1)OCCOC(C=C)=O